COC1=NC=C(C=N1)C=1C=CC(=NC1)N([C@@H]1CC[C@H](CC1)NC(OC(C)(C)C)=O)C(NCC1=NC=CC=C1)=O tert-butyl (trans-4-((5-(2-methoxypyrimidin-5-yl)pyridin-2-yl) ((pyridin-2-ylmethyl)carbamoyl)amino)cyclohexyl)carbamate